phenyl-methyl-pyrazole-4-carboxamide C1(=CC=CC=C1)C1=C(C(=NN1)C)C(=O)N